(E)-3-(2,2-dimethyl-2H-benzopyran-6-yl)-1-(4-(4-hydroxyphenyl)piperazin-1-yl)prop-2-en-1-one CC1(OC2=C(C=C1)C=C(C=C2)/C=C/C(=O)N2CCN(CC2)C2=CC=C(C=C2)O)C